3-(4-(((1r,4r)-4-aminocyclohexyl)(4,4,4-trifluorobutyl)amino)-1-oxoisoindolin-2-yl)piperidine-2,6-dione NC1CCC(CC1)N(C1=C2CN(C(C2=CC=C1)=O)C1C(NC(CC1)=O)=O)CCCC(F)(F)F